ClC=1C=C2C(C(NC2=CC1)=O)C=O 5-CHLORO-2-OXOINDOLINE-3-CARBALDEHYDE